ANTHRANILIDE C1=CC=C(C=C1)NC(=O)C2=CC=CC3=CC4=CC=CC=C4C=C32